anti-triethylene glycol bis[beta-(3-tertiary butyl-4-hydroxy-5-methylphenyl) propionate] C(C)(C)(C)C=1C=C(C=C(C1O)C)CCC(=O)OCCOCCOCCOC(CCC1=CC(=C(C(=C1)C)O)C(C)(C)C)=O